4-amino-5-hydrazino-3-mercapto-1,2,4-triazole NN1C(=NN=C1NN)S